(R or S)-2-(6-(2-(2-fluoro-5-(trifluoromethoxy)benzyl)-2H-1,2,3-triazol-4-yl)pyridin-2-yl)-2-hydroxypropane-1-sulfonamide FC1=C(CN2N=CC(=N2)C2=CC=CC(=N2)[C@@](CS(=O)(=O)N)(C)O)C=C(C=C1)OC(F)(F)F |o1:15|